The molecule is a benzamide obtained by formal condensation of the carboxy group of 4-{3-[4-cyano-3-(trifluoromethyl)phenyl]-5,5-dimethyl-4-oxo-2-thioxoimidazolidin-1-yl}-2-fluorobenzoic acid with methylamine. Used for the treatment of of metastatic castration-resistant prostate cancer. It has a role as an antineoplastic agent and an androgen antagonist. It is a member of benzamides, an imidazolidinone, a thiocarbonyl compound, a nitrile, a member of (trifluoromethyl)benzenes and a member of monofluorobenzenes. CC1(C(=O)N(C(=S)N1C2=CC(=C(C=C2)C(=O)NC)F)C3=CC(=C(C=C3)C#N)C(F)(F)F)C